[5-[6-(tert-butylamino)-4-(trifluoromethyl)-3-pyridinyl]-2-(3-hydroxyazetidine-1-carbonyl)Thiazol-4-yl]-[(2S)-2-methylpyrrolidin-1-yl]Ketone C(C)(C)(C)NC1=CC(=C(C=N1)C1=C(N=C(S1)C(=O)N1CC(C1)O)C(=O)N1[C@H](CCC1)C)C(F)(F)F